ClC=1C=2C(N=C3N(C2C=CC1)C1=CC=C(C=C1C31CCCCC1)C1CCN(CC1)C1CCC(CC1)CC(=O)O)=O 2-(4-(4-(4'-chloro-5'-oxo-5'H-spiro[cyclohexane-1,7'-indolo[1,2-a]quinazolin]-9'-yl)piperidin-1-yl)cyclohexyl)acetic acid